(5-amino-2-((tetrahydro-2H-pyran-4-yl)amino)pyrido[4,3-d]pyrimidin-8-yl)-2-fluorophenol NC1=NC=C(C=2N=C(N=CC21)NC2CCOCC2)C=2C(=C(C=CC2)O)F